sodium tetraphenylphosphonium Tetra-p-tolylborate (Tetra-p-tolylborate) C1(=CC=C(C=C1)[B-](C1=CC=C(C=C1)C)(C1=CC=C(C=C1)C)C1=CC=C(C=C1)C)C.C1(=CC=C(C=C1)[B-](C1=CC=C(C=C1)C)(C1=CC=C(C=C1)C)C1=CC=C(C=C1)C)C.C1(=CC=CC=C1)[P+](C1=CC=CC=C1)(C1=CC=CC=C1)C1=CC=CC=C1.[Na+]